tert-butyl 4-[3-(2-methoxy-2-oxo-ethyl)phenyl]-3,6-dihydro-2H-pyridine-1-carboxylate Methyl-2-(3-bromophenyl)acetate COC(CC1=CC(=CC=C1)Br)=O.COC(CC=1C=C(C=CC1)C=1CCN(CC1)C(=O)OC(C)(C)C)=O